tert-butyl N-(2-{2-[2-(methylamino)ethoxy]ethoxy}ethyl)carbamate CNCCOCCOCCNC(OC(C)(C)C)=O